O=C1NC(CCC1NC1=CC=C(C=C1)C1CCN(CC1)C(=O)[O-])=O 4-(4-((2,6-dioxopiperidin-3-yl)amino)benzeneyl)piperidine-1-carboxylate